C(C1=CC=CC=C1)OC(=O)NCCC1=CC=C2CN(C(C2=C1)=O)C(=O)OC(C)(C)C Tert-butyl 6-(2-(((benzyloxy)carbonyl)amino)ethyl)-1-oxoisoindoline-2-carboxylate